6-Acetylphenazine-1-carboxylic acid C(C)(=O)C1=C2N=C3C=CC=C(C3=NC2=CC=C1)C(=O)O